NC1=C(C=CC(=C1F)NCC1=CC=C(C=C1)O)NC(CCCCCC)=O N-(2-Amino-3-fluoro-4-((4-hydroxybenzyl)amino)phenyl)heptanamid